N-(5-(dimethylamino)pyridin-3-yl)propanamide CN(C=1C=C(C=NC1)NC(CC)=O)C